COC=1C=C(CSC2=NN=C3N2C(=CC(N3)=O)CCC)C=CC1 3-[(3-methoxybenzyl)sulfanyl]-5-propyl-[1,2,4]triazolo[4,3-a]pyrimidin-7(8H)-one